N-(4-(1H-1,2,4-triazol-3-yl)phenyl)-2-(methylthio)-4,6-dioxo-1,4,5,6-tetrahydropyrimidine-5-carboxamide N1N=C(N=C1)C1=CC=C(C=C1)NC(=O)C1C(N=C(NC1=O)SC)=O